NC=1N=CC(=NC1C=1C=NN(C1)C)C=1C=C(C=CC1C)[C@](CO)(C(F)(F)F)O (S)-2-(3-(5-Amino-6-(1-methyl-1H-pyrazol-4-yl)pyrazin-2-yl)-4-methylphenyl)-3,3,3-trifluoropropane-1,2-diol